S1C(=NC2=C1C=CC=C2)CN2CCN(CC2)C2=CC(=C(C=C2C#N)NC(C)=O)C2CC2 N-(4-(4-(benzo[d]thiazol-2-ylmethyl)piperazin-1-yl)-5-cyano-2-cyclopropylphenyl)acetamide